(E)-tert-butyl (2-(3-bromo-4-(methoxymethoxy)styryl)benzo[d]thiazol-6-yl)(methyl)carbamate BrC=1C=C(/C=C/C=2SC3=C(N2)C=CC(=C3)N(C(OC(C)(C)C)=O)C)C=CC1OCOC